ethyl 7-[5-(bromomethyl)-1-methyl-3-propyl-1H-pyrazol-4-yl]-6-methyl-1-[3-(methylamino)propyl]-3-[3-(naphthalen-1-yloxy)propyl]-1H-indole-2-carboxylate hydrochloric acid salt Cl.BrCC1=C(C(=NN1C)CCC)C=1C(=CC=C2C(=C(N(C12)CCCNC)C(=O)OCC)CCCOC1=CC=CC2=CC=CC=C12)C